4-(4-(1-((4-chloro-3-methylphenyl)amino)ethyl)-1H-1,2,3-triazol-1-yl)-2-methylbenzoic acid ClC1=C(C=C(C=C1)NC(C)C=1N=NN(C1)C1=CC(=C(C(=O)O)C=C1)C)C